N-(2-((5-(cyclopropyl-methoxy)-7-(2,6-dichloro-3,5-dimethoxyphenyl)-2,6-naphthyridin-3-yl)amino)-3-methylphenyl)acrylamide C1(CC1)COC1=C2C=C(N=CC2=CC(=N1)C1=C(C(=CC(=C1Cl)OC)OC)Cl)NC1=C(C=CC=C1C)NC(C=C)=O